9-oxa-1,2-diazatricyclo[6.3.1.04,12]dodeca-2,4,6,8(12)-tetraen-5-amine N12N=CC3=C(C=CC(OCC1)=C23)N